1-(tert-butyl) 3-methyl azetidine-1,3-dicarboxylate N1(CC(C1)C(=O)OC)C(=O)OC(C)(C)C